C(=C)[Si](C=C)(C=C)N tri(vinyl)silyl-amine